4-[2-(2,4-difluorophenyl)-6-methyl-1-(4-methylbenzenesulfonyl)-7-oxopyrrolo[2,3-c]pyridin-4-yl]-1-methyl-[3,3'-bipyridin]-6-one FC1=C(C=CC(=C1)F)C1=CC2=C(C(N(C=C2C=2C(=CN(C(C2)=O)C)C=2C=NC=CC2)C)=O)N1S(=O)(=O)C1=CC=C(C=C1)C